(1s,4s)-4-((2-((2-(1-(cyclopropylsulfonyl)-1H-pyrazol-4-yl)pyrimidin-4-yl)amino)-5-((2-methyltetrahydrofuran-3-yl)ethynyl)pyridin-4-yl)amino)cyclohexan-1-ol C1(CC1)S(=O)(=O)N1N=CC(=C1)C1=NC=CC(=N1)NC1=NC=C(C(=C1)NC1CCC(CC1)O)C#CC1C(OCC1)C